N-[2-(2-oxo-1,3-oxazolidin-5-yl)ethyl]carbamic acid tert-butyl ester C(C)(C)(C)OC(NCCC1CNC(O1)=O)=O